C(C#C)C(C[C@H](N)C(=O)O)C(=O)O γ-propargyl-L-glutamic acid